bis(2,5-dioxopyrrolidin-1-yl) 3,3'-((oxybis(ethane-2,1-diyl))bis(oxy))dipropionate O(CCOCCC(=O)ON1C(CCC1=O)=O)CCOCCC(=O)ON1C(CCC1=O)=O